BrC=1C=2N(C(=NC1)N(C)C)N=CN2 8-bromo-N,N-dimethyl-[1,2,4]triazolo[1,5-c]pyrimidin-5-amine